C1(=CC=CC=C1)CC(=O)C1=CC(=C(C(=C1)OC)OC)OC 2-Phenyl-1-(3,4,5-trimethoxyphenyl)ethan-1-one